ClC=1C=NC(=NC1)[C@H]([C@H](C)S(=O)(=O)NC1=NN=C(N1C=1C(=NC=NC1OC)OC)C1CC2(CC2(F)F)C1)OC (1R,2S)-1-(5-chloropyrimidin-2-yl)-N-(5-((3S,5r)-1,1-difluorospiro[2.3]hexan-5-yl)-4-(4,6-dimethoxypyrimidin-5-yl)-4H-1,2,4-triazol-3-yl)-1-methoxypropane-2-sulfonamide